C(C)(C)(C)OC(=O)N1C[C@@H]([C@H](CC1)F)NC(C1=C(C=C(C(=C1)[N+](=O)[O-])F)F)=O (3S,4S)-3-[(2,4-difluoro-5-nitro-benzoyl)amino]-4-fluoro-piperidine-1-carboxylic acid tert-butyl ester